CN(C1CCC(CC1)NC=1N=CC2=C(N1)C(=NC(=C2)C#N)NC(C)C)C 2-(((1r,4r)-4-(dimethylamino)cyclohexyl)amino)-8-(isopropylamino)pyrido[3,4-d]pyrimidine-6-carbonitrile